3-(5-(4-((4'-chloro-5,5-dimethyl-3,4,5,6-tetrahydro-[1,1'-biphenyl]-2-yl)methyl)-2-(trifluoromethyl)piperazine-1-carbonyl)-7-fluoro-1-oxoisoindolin-2-yl)piperidine-2,6-dione ClC1=CC=C(C=C1)C1=C(CCC(C1)(C)C)CN1CC(N(CC1)C(=O)C=1C=C2CN(C(C2=C(C1)F)=O)C1C(NC(CC1)=O)=O)C(F)(F)F